1,1-BINAPHTHYL C1(=CC=CC2=CC=CC=C12)C1=CC=CC2=CC=CC=C12